5-(pyrazin-3-yl)pyrimidin-2-amine N1=CC(=NC=C1)C=1C=NC(=NC1)N